N'-[5-bromo-2-methyl-6-(1-methyl-2-propoxy-ethoxy)-3-pyridinyl]-N-isopropyl-methyl-formamidine BrC=1C=C(C(=NC1OC(COCCC)C)C)N=C(NC(C)C)C